ClC=1C=NC=C(C1[C@@H](C)OC=1C=C2C(=NNC2=CC1)C1=NC2=C(N1)CN(C2)C(=O)OC2CN(CC2)C)Cl 1-methylpyrrolidin-3-yl 2-(5-((R)-1-(3,5-dichloropyridin-4-yl)ethoxy)-1H-indazol-3-yl)-4,6-dihydropyrrolo[3,4-d]imidazole-5(1H)-carboxylate